OC(CC(=O)O)CC(=O)O 3-hydroxy-glutaric acid